C(C=C)(=O)OCC(COC(C=C)=O)(C)NC(=O)OCCCCCCCCO 2-((((8-hydroxyoctyl) oxy) carbonyl) amino)-2-methylpropane-1,3-diyl diacrylate